CC(CC(C(=O)NC(CC)C=O)NC)C 3-(4-methyl-2-(methylamino)pentanamido)-4-oxobutan